6-(2-(4-Fluoro-3-methylphenyl)pyridin-3-yl)-N-(3-(pyrrolidin-1-yl)propyl)imidazo[1,5-a]pyridine-3-carboxamide FC1=C(C=C(C=C1)C1=NC=CC=C1C=1C=CC=2N(C1)C(=NC2)C(=O)NCCCN2CCCC2)C